(R)-N-(2-((3-cyano-5-fluorobenzyl)oxy)-3-hydroxypropyl)stearamide C(#N)C=1C=C(CO[C@H](CNC(CCCCCCCCCCCCCCCCC)=O)CO)C=C(C1)F